FC1=C(C=CC(=C1F)OC)C1=CN=C2N1C=CN=C2NC2=CC(=C(C(=O)O)C=C2)CC 4-((3-(2,3-difluoro-4-methoxyphenyl)imidazo[1,2-a]pyrazin-8-yl)amino)-2-ethylbenzoic acid